C1(CC1)C(C(C(=O)NC1=CC=C(C=C1)C=1C(=NNC1C)C)C1=NN=C(N1)C=1C=NC=C(C1)C)C1CC1 3,3-dicyclopropyl-N-[4-(3,5-dimethyl-1H-pyrazol-4-yl)phenyl]-2-[5-(5-methyl-3-pyridyl)-4H-1,2,4-triazol-3-yl]propanamide